CC=1N(C(=CC1)C)C1=CC=CC(=N1)CCCNC(OC(C)(C)C)=O tert-butyl (3-(6-(2,5-dimethyl-1H-pyrrol-1-yl)pyridin-2-yl)propyl)carbamate